FC(COC)(F)C=1C(=C(C=CC1)[C@@H](C)NC=1C2=C(N=C(N1)C)C=NC(=C2)P2(CCCC2)=O)F 1-[4-({(1R)-1-[3-(1,1-difluoro-2-methoxyethyl)-2-fluorophenyl]ethyl}amino)-2-methylpyrido[3,4-d]pyrimidin-6-yl]-1lambda5-phospholan-1-one